C(C)(C)(C)OC(=O)N1C(CCC1)C=1C=NC=CC1 pyridin-3-yl-pyrrolidine-1-carboxylic acid tert-butyl ester